N-[(1R,3S)-3-{[6-chloro-2-(trifluoromethyl)quinolin-4-yl]amino}cyclohexyl]piperazine-1-carboxamide oxygen(2-) [O-2].ClC=1C=C2C(=CC(=NC2=CC1)C(F)(F)F)N[C@@H]1C[C@@H](CCC1)NC(=O)N1CCNCC1